N-(5-chloro-2-aminophenyl)-N-methylethanesulfonamide ClC=1C=CC(=C(C1)N(S(=O)(=O)CC)C)N